BrC1=C2CCNC(C2=CC(=C1)\C=C\OCC)=O (E)-5-bromo-7-(2-ethoxyvinyl)-3,4-dihydroisoquinolin-1(2H)-one